Cl.C[C@@H](C(=O)OC)CC1=CC2=C(CCNCC2)C=C1 methyl (R)-2-methyl-3-(2,3,4,5-tetrahydro-1H-benzo[d]azepin-7-yl)propanoate hydrochloride